C1(=CC=CC=C1)C=1C(=C2C(=CC1)N=C1C=CC3=C4C=CC=CC4=NC3=C12)C1=C(C=CC=C1)C=1C(=CC=CC1)C1=CC=CC=C1 (phenyl)(terphenylyl)indolocarbazole